methyl-(R)-pyrrolidine-3-carboxylic acid hydrochloride Cl.CN1C[C@@H](CC1)C(=O)O